C(C)OC=1C=NC=CC1C1=CC(=C2C(=N1)C(=NN2C(C)C)C)NCC2=CC=C(C=C2)OC 5-(3-ethoxypyridin-4-yl)-1-isopropyl-N-(4-methoxybenzyl)-3-methyl-1H-pyrazolo[4,3-b]pyridin-7-amine